3-cyclopropyl-N-(4-(3,3-difluorocyclobutyl)-1-methyl-5-(4-(trifluoromethoxy)phenyl)-1H-pyrazol-3-yl)-3-methylbutanamide C1(CC1)C(CC(=O)NC1=NN(C(=C1C1CC(C1)(F)F)C1=CC=C(C=C1)OC(F)(F)F)C)(C)C